C(=O)(OC(C)(C)C)N[C@@H](C(C)C)C(=O)O N-BOC-l-valine